propylvalerate C(CC)OC(CCCC)=O